Cbz-L-alanine 4-piperidyl ester N1CCC(CC1)OC([C@@H](NC(=O)OCC1=CC=CC=C1)C)=O